5-(3-chlorophenyl)-N-((tetrahydro-2H-pyran-4-yl)methyl)-7H-pyrrolo[2,3-d]pyrimidin-4-amine ClC=1C=C(C=CC1)C1=CNC=2N=CN=C(C21)NCC2CCOCC2